Cl.COC1([C@H](CNC[C@H]1C)C)C (3S,5R)-4-methoxy-3,4,5-trimethylpiperidine hydrochloride